C(C)OC(=O)C=1C(N(C2=NC=CC(=C2C1O)Br)CC1=CC=NC=C1)=O bromo-4-hydroxy-2-oxo-1-(pyridin-4-ylmethyl)-1,2-dihydro-1,8-naphthyridine-3-carboxylic acid ethyl ester